N1=C(C=CC=C1)CN1C(C(=C(C1=O)C1=CC=C(C=C1)C(F)(F)F)C#CC1=CC=C(C=C1)C(C)=O)=O 1-(pyridin-2-ylmethyl)-3-((4-acetylphenyl)ethynyl)-4-(4-(trifluoromethyl)phenyl)-1H-pyrrole-2,5-dione